Cl.C(C#C)ONC N-(prop-2-yn-1-yloxy)methanamine hydrochloride